5-(2-bromo-3-((2-chloro-5-fluorophenyl)(methoxy)methyl)-5,6-dihydroimidazo[1,2-a]pyrazin-7(8H)-yl)-4-chloropyridazin-3(2H)-one BrC=1N=C2N(CCN(C2)C2=C(C(NN=C2)=O)Cl)C1C(OC)C1=C(C=CC(=C1)F)Cl